CN(CCOC=1C=C(C=CC1)C1=CC=CC=C1)C 3'-(2-(dimethylamino)ethoxy)-[1,1'-biphenyl]